C(C1=CC=CC=C1)OC=1C=C(C=CC1)C[C@H](C(=O)O)[C@@H]1CN(CC1)C(=O)OC(C)(C)C (2S)-3-(3-Benzyloxyphenyl)-2-[(3R)-1-tert-butoxycarbonylpyrrolidin-3-yl]propanoic acid